COC1=CC=C(C=C1)C1=NOC=C1 3-(4-methoxyphenyl)isoxazol